3-methyl-5-ethyl-pyridine CC=1C=NC=C(C1)CC